3-(3-(4-(3-cyano-4-(((trifluoromethyl)sulfonyl)oxy)pyrazolo[1,5-a]pyridin-6-yl)-5-methyl-1H-pyrazol-1-yl)azetidin-1-yl)pyrrolidine-1-carboxylate C(#N)C=1C=NN2C1C(=CC(=C2)C=2C=NN(C2C)C2CN(C2)C2CN(CC2)C(=O)[O-])OS(=O)(=O)C(F)(F)F